OCC=1C=CC(=C2C=C(OC21)C)C#N 7-(hydroxymethyl)-2-methylbenzofuran-4-Nitrile